Tri-sodium thiocyanate [S-]C#N.[Na+].[Na+].[Na+].[S-]C#N.[S-]C#N